CC(C)(C#CC(C)(OOCCCC)C)OOCCCC 2,5-dimethyl-2,5-bis(butylperoxy)-3-hexyne